ClC1=NC=C(C=N1)OCC1CCN(CC1)CC(=O)OC(C)(C)C tert-butyl 2-[4-[(2-chloropyrimidin-5-yl)oxymethyl]-1-piperidyl]acetate